N-(5-chloro-4-ethoxy-2-fluoro-phenyl)-6-[(1S,4S)-2,5-diazabicyclo[2.2.1]heptan-2-yl]pyrido[3,2-d]pyrimidin-4-amine ClC=1C(=CC(=C(C1)NC=1C2=C(N=CN1)C=CC(=N2)N2[C@@H]1CN[C@H](C2)C1)F)OCC